3-fluoro-4-(propan-2-yl)phenyl[(phenyl)methyl]-1-[2-methyl-2-(1,3,4-oxadiazol-2-yl)propanoyl]pyrrolidine-2-carboxamide FC=1C=C(C=CC1C(C)C)C1C(N(CC1)C(C(C)(C=1OC=NN1)C)=O)(C(=O)N)CC1=CC=CC=C1